[Na+].S1CNC(C1)C(=O)[O-] 4-thiazolidine-carboxylic acid sodium salt